2-(piperazin-1-yl)pyrimidine-5-carbonitril hydrochloride Cl.N1(CCNCC1)C1=NC=C(C=N1)C#N